N-((6-chloro-5-(imidazo[1,5-a]pyridin-7-yl)-2,3-dihydro-1H-inden-4-yl)carbamoyl)-4-(2-hydroxypropan-2-yl)thiophene-2-sulfonamide ClC1=C(C(=C2CCCC2=C1)NC(=O)NS(=O)(=O)C=1SC=C(C1)C(C)(C)O)C1=CC=2N(C=C1)C=NC2